(quinoline-7-carbonyl)piperazin N1=CC=CC2=CC=C(C=C12)C(=O)N1CCNCC1